(S)-5,5-difluoropiperidine-1,2-dicarboxylic acid O1-tert-butyl ester O2-methyl ester COC(=O)[C@H]1N(CC(CC1)(F)F)C(=O)OC(C)(C)C